CC1=NN2C(N=C(C=C2C(CCC)CCC)C)=C1 2,5-dimethyl-7-(1-propyl-butyl)-pyrazolo[1,5-a]pyrimidine